ClC1=CC(=C(COC2=CC=CC(=N2)C2CCN(CC2)CC2=NC3=C(N2CC2(CCC2)OC)C=C(C=C3)C(=O)O)C=C1)F 2-[(4-{6-[(4-chloro-2-fluorobenzyl)oxy]pyridin-2-yl}piperidin-1-yl)methyl]-1-[(1-methoxycyclobutyl)methyl]-1H-benzimidazole-6-carboxylic acid